5-chloro-2-acetylenyl-pyridine ClC=1C=CC(=NC1)C#C